1-(6-benzoyl-9-ethyl-9H-carbazol-3-yl)-2-methyl-2-[(1,1,2,2,2-pentamethyldisilan-1-yl)oxy]propan-1-one C(C1=CC=CC=C1)(=O)C=1C=C2C=3C=C(C=CC3N(C2=CC1)CC)C(C(C)(O[Si]([Si](C)(C)C)(C)C)C)=O